C(CN(CC(=O)O)CC(=O)O)N(CC(=O)O)CC(=O)O.[NH4+].[NH4+].[NH4+] triammonium ethylenediaminetetraacetic acid